1-(5-fluoro-2-methoxy-4-((2,2,2-trifluoroethyl)thio)phenyl)-N-(isoxazol-3-yl)-2-oxo-1,2-dihydroquinoline-6-sulfonamide FC=1C(=CC(=C(C1)N1C(C=CC2=CC(=CC=C12)S(=O)(=O)NC1=NOC=C1)=O)OC)SCC(F)(F)F